7-(2-(4-Hydroxy-3-methoxyphenyl)-2-oxoethoxy)-4-methyl-2H-chromen-2-one OC1=C(C=C(C=C1)C(COC1=CC=C2C(=CC(OC2=C1)=O)C)=O)OC